C(C)(C)(C)OC(=O)N1CCC(=CC1)C1=C(C=C(C=C1)N)C 4-(4-amino-2-methyl-phenyl)-3,6-dihydro-2H-pyridine-1-carboxylic acid tert-butyl ester